4-(prop-2-yn-1-yl-oxy)-6-((16-((6-carboxypyridin-2-yl)methyl)-1,4,10,13-tetraoxa-7,16-diaza-octadeca-7-yl)methyl)picolinic acid C(C#C)OC1=CC(=NC(=C1)CN(CCOCCO)CCOCCOCCN(CC)CC1=NC(=CC=C1)C(=O)O)C(=O)O